BrC=1C=C(C=C(C1)F)[C@@H](CO)N1C(C=C(C=C1)C=1C=C2C(=NNC2=CC1)C=1C=NC(=CC1)OC(C)C)=O (S)-1-(1-(3-bromo-5-fluorophenyl)-2-hydroxyethyl)-4-(3-(6-isopropoxypyridin-3-yl)-1H-indazol-5-yl)pyridin-2(1H)-one